ClC1=C2CNC(C2=C(C=C1)I)=O 4-chloro-7-iodoisoindolin-1-one